1-hydroxydecan-4-yl (2-(diethylamino)ethyl)carbamate C(C)N(CCNC(OC(CCCO)CCCCCC)=O)CC